CC(CCCCCCC)C(C(=O)O)(O)C.C(C(O)C)(=O)OC(CCCCCCC)C 1-methyloctyl lactate (1-methyloctyl lactate)